(R)-N-(1-(3-amino-5-(trifluoromethyl)phenyl)ethyl)-2-chloro-6-(4-cyclopropylpiperazin-1-yl)pyrido[3,4-d]pyrimidin-4-amine NC=1C=C(C=C(C1)C(F)(F)F)[C@@H](C)NC=1C2=C(N=C(N1)Cl)C=NC(=C2)N2CCN(CC2)C2CC2